1-[6-[6-bromo-5-(oxetan-3-yloxy)benzimidazol-1-yl]-3-(trifluoromethyl)-2-pyridyl]-5-methyl-pyrazole-3-carbonitrile BrC=1C(=CC2=C(N(C=N2)C2=CC=C(C(=N2)N2N=C(C=C2C)C#N)C(F)(F)F)C1)OC1COC1